(S)-N-(3-hydroxy-1-phenylpropyl)-4-(trifluoromethoxy)benzenesulfonamide OCC[C@@H](C1=CC=CC=C1)NS(=O)(=O)C1=CC=C(C=C1)OC(F)(F)F